3-[6-Chloro-3-[(1R)-1-[3,6-dimethyl-2-(1-methylpyrazol-4-yl)-4-oxo-chromen-8-yl]ethoxy]-2-pyridyl]-4H-1,2,4-oxadiazol-5-one ClC1=CC=C(C(=N1)C1=NOC(N1)=O)O[C@H](C)C=1C=C(C=C2C(C(=C(OC12)C=1C=NN(C1)C)C)=O)C